N-[2-[2-[2-[2-(2-azidoethoxy)ethoxy]ethoxy]ethoxy]ethyl]-2,3-bis[(Z)-octadec-9-enoxy]-N-octyl-propanamide N(=[N+]=[N-])CCOCCOCCOCCOCCN(C(C(COCCCCCCCC\C=C/CCCCCCCC)OCCCCCCCC\C=C/CCCCCCCC)=O)CCCCCCCC